C(C)OC(CC(C1=CC2=C(N(N=N2)C)C(=C1)OC)C1=C2CCN(CC2=CC=C1)C=1C(=NC(=CC1)CC)C)=O 3-[2-(6-Ethyl-2-methylpyridin-3-yl)-1,2,3,4-tetrahydroisoquinolin-5-yl]-3-(7-methoxy-1-methyl-1H-benzo[d][1,2,3]triazol-5-yl)propionic acid ethyl ester